tert-butyl 6-[8-[1,3-benzothiazol-2-yl(2-trimethylsilylethoxymethyl)carbamoyl]-3,4-dihydro-1H-isoquinolin-2-yl]-3-(3-hydroxy-2-methyl-phenyl)pyridine-2-carboxylate S1C(=NC2=C1C=CC=C2)N(C(=O)C=2C=CC=C1CCN(CC21)C2=CC=C(C(=N2)C(=O)OC(C)(C)C)C2=C(C(=CC=C2)O)C)COCC[Si](C)(C)C